BrC1=CC(=C(OCC=2C=NC=C(C#N)C2)C=C1OCOCCOC)C=O 5-((4-Bromo-2-formyl-5-((2-methoxyethoxy)methoxy)phenoxy)methyl)nicotinonitrile